2-fluoro-3-(1,3-thiazol-2-yl)prop-2-enamide propyl-2-methylbutanoate C(CC)OC(C(CC)C)=O.FC(C(=O)N)=CC=1SC=CN1